OC1=C(C(CC(C1)(C)C)=O)C(CCCCCCC(=O)C1=C(CC(CC1=O)(C)C)O)=O 1,8-bis(2-hydroxy-4,4-dimethyl-6-oxocyclohex-1-en-1-yl)octane-1,8-dione